1-isopropyl-4-(3-methoxy-3-oxopropanamido)-3-methyl-1H-pyrazole-5-carboxylic acid ethyl ester C(C)OC(=O)C1=C(C(=NN1C(C)C)C)NC(CC(=O)OC)=O